(2-(2-hydroxypropan-2-yl)imidazo[1,2-a]pyridin-7-yl)boronic acid OC(C)(C)C=1N=C2N(C=CC(=C2)B(O)O)C1